BrC1=CC=C(C=C1)N1C(COCC1)C (4-bromophenyl)-3-methyl-morpholine